BrC=1C(=C2C3(C(N(C(C2=CC1)=O)CC(=O)NC1=NC=C(C=N1)C#N)=O)CC3)F 2-(6'-Bromo-5'-fluoro-1',3'-dioxo-spiro[cyclopropane-1,4'-isoquinoline]-2'-yl)-N-(5-cyanopyrimidin-2-yl)acetamide